8-bromo-2-chloro-6-methyl-3,4-dihydroquinazolin-4-one BrC=1C=C(C=C2C(NC(=NC12)Cl)=O)C